C1N(CC12CCNCC2)C2=NC1=CC=C(C=C1C=N2)CCC2=NC(=NO2)C (2,7-diazaspiro[3.5]non-2-yl)-6-[2-(3-methyl-1,2,4-oxadiazol-5-yl)ethyl]quinazoline